tert-butyl N-[(4R)-8-[6-(2,3-dichlorophenyl) sulfanyl-2-(hydroxymethyl)-5-methyl-3-pyridyl]-8-azaspiro[4.5]decan-4-yl]carbamate ClC1=C(C=CC=C1Cl)SC1=C(C=C(C(=N1)CO)N1CCC2([C@@H](CCC2)NC(OC(C)(C)C)=O)CC1)C